5-[[2-[(2S,5R)-5-methyl-2-(3-sulfamoylphenyl)-1-piperidyl]-2-oxo-acetyl]amino]pyridine-3-carboxamide C[C@@H]1CC[C@H](N(C1)C(C(=O)NC=1C=C(C=NC1)C(=O)N)=O)C1=CC(=CC=C1)S(N)(=O)=O